phosphoric acid tris(2-ethylhexyl) ester C(C)C(COP(OCC(CCCC)CC)(OCC(CCCC)CC)=O)CCCC